1-(1,4-dioxaspiro[4.5]decan-8-yl)-5-methyl-4-(4,4,5,5-tetramethyl-1,3,2-dioxaborolan-2-yl)pyrazole O1CCOC12CCC(CC2)N2N=CC(=C2C)B2OC(C(O2)(C)C)(C)C